FC1(CC(C1)(CO)NC(N)=S)F 3-[3,3-difluoro-1-(hydroxymethyl)cyclobutyl]thiourea